BrC1=C(C=CC=C1)S(=O)(=O)NC(=O)C1=NOC(C1)(C1=CC=CC=C1)C1=CC=CC=C1 N-((2-bromophenyl)sulfonyl)-5,5-diphenyl-4,5-dihydro-isoxazole-3-carboxamide